(S)-(7-Chloro-1H-benzo[d]imidazol-2-yl)(4-methyl-6,7-dihydrothiazolo[4,5-c]pyridin-5(4H)-yl)methanone ClC1=CC=CC2=C1NC(=N2)C(=O)N2[C@H](C1=C(CC2)SC=N1)C